CN1CCN(CC1)C1=CC=C(C=N1)CNC=1N=CC2=C(N1)NC=C2C2=CC=1N(C=C2)N=CC1C(=O)N1CCCCC1 (5-(2-(((6-(4-methylpiperazin-1-yl)pyridin-3-yl)methyl)amino)-7H-pyrrolo[2,3-d]pyrimidin-5-yl)pyrazolo[1,5-a]pyridin-3-yl)(piperidin-1-yl)methanone